ClC1=CC=C(C(=O)NC2=CC=C(C=C2)C=2OC(=NN2)C2=CC=CC=C2)C=C1 4-chloro-N-[4-(5-phenyl-1,3,4-oxadiazol-2-yl)phenyl]benzamide